3-(4-fluoro-1H-pyrazol-1-yl)-3-(((6-fluoro-2-(trifluoromethyl)quinolin-4-yl)amino)methyl)azetidine-1-sulfonamide FC=1C=NN(C1)C1(CN(C1)S(=O)(=O)N)CNC1=CC(=NC2=CC=C(C=C12)F)C(F)(F)F